tert-butyl (1-(3,6-dimethoxy-5-pentylpyridin-2-yl)propan-2-yl)carbamate COC=1C(=NC(=C(C1)CCCCC)OC)CC(C)NC(OC(C)(C)C)=O